ClC1=NC=C(C(=C1)C1=C(C=NC(=C1)C)C(=O)NC=1SC(=NN1)OC[C@@H]1OCC(OC1)(C)C)OC (R)-2'-chloro-N-(5-((5,5-dimethyl-1,4-dioxane-2-yl)methoxy)-1,3,4-thiadiazol-2-yl)-5'-methoxy-6-methyl-(4,4'-bipyridine)-3-carboxamide